8-iodo-4,6-dimethylnonyl benzyloxymethyl ether C(C1=CC=CC=C1)OCOCCCC(CC(CC(C)I)C)C